(S)-3-(1,3-dioxoisoindol-2-yl)-N-(thieno[2,3-c]pyridin-2-yl)-2-(4-(((triisopropylsilyl)oxy)methyl)phenyl)propanamide-2-d1 O=C1N(C(C2=CC=CC=C12)=O)C[C@](C(=O)NC1=CC=2C(=CN=CC2)S1)([2H])C1=CC=C(C=C1)CO[Si](C(C)C)(C(C)C)C(C)C